CN1C2C(CCC1CC2)NC2=NN=CC(N2)=O [(8-methyl-8-azabicyclo[3.2.1]octan-2-yl)amino]-1,2,4-triazin-5-one